ClC=1N=C(C=2N(C1)N=CC2)OC21CCC(C2)(C1)NC(C=C)=O N-(4-((6-chloropyrazolo[1,5-a]pyrazin-4-yl)oxy)bicyclo[2.1.1]hexan-1-yl)acrylamide